(7-((2S,3R,4R)-5-azido-3-fluoro-4-hydroxy-5-(iodomethyl)tetrahydrofuran-2-yl)thieno[3,2-d]pyrimidin-4-yl)benzamide N(=[N+]=[N-])C1([C@H]([C@H]([C@@H](O1)C1=CSC2=C1N=CN=C2C2=C(C(=O)N)C=CC=C2)F)O)CI